C1=CC(=CC=C1C2=C(C(=O)C3=C(C=C(C=C3O2)O)O)O[C@H]4[C@@H]([C@H]([C@@H]([C@H](O4)CO)O)O)O)O The molecule is a kaempferol O-glucoside in which a glucosyl residue is attached at position 3 of kaempferol via a beta-glycosidic linkage. It has a role as a trypanocidal drug and a plant metabolite. It is a kaempferol O-glucoside, a monosaccharide derivative, a trihydroxyflavone and a beta-D-glucoside.